N1N=CC(=C1)C1=CC=C(C=C1)N1C(N(C2(C1)CCNCC2)CC2=CC(=CC=C2)OCC2CC2)=O 3-(4-(1H-pyrazol-4-yl)phenyl)-1-(3-(cyclopropylmethoxy)benzyl)-1,3,8-triazaspiro[4.5]decan-2-one